2-cyclopropoxy-4-(((1R,3R,4R)-3-hydroxy-4-methylcyclohexyl)amino)pyrimidine-5-carboxamide C1(CC1)OC1=NC=C(C(=N1)N[C@H]1C[C@H]([C@@H](CC1)C)O)C(=O)N